NC=1C=C(C=C(C1)C(F)(F)F)[C@@H](C)NC1=C2C(=C(N=N1)C)C=NC(=C2)N2C[C@H](OCC2)CN2CCC(CC2)C2=CC=C(C=C2)C2C(NC(CC2)=O)=O 3-(4-(1-(((R)-4-(1-(((R)-1-(3-amino-5-(trifluoromethyl)phenyl)ethyl)amino)-4-methylpyrido[3,4-d]pyridazin-7-yl)morpholin-2-yl)methyl)piperidin-4-yl)phenyl)piperidine-2,6-dione